C1NCC12COC(OC2)CCN(C=2C=CC(=NC2)C#N)CC=2C=CC1=C(CCO1)C2 5-((2-(6,8-dioxa-2-azaspiro[3.5]nonan-7-yl)ethyl)((2,3-dihydrobenzofuran-5-yl)methyl)amino)picolinonitrile